[3-chloro-4-(trifluoromethoxy)phenyl]-[4-[5-(2-methylsulfonylethylamino)isoxazol-3-yl]-1-piperidyl]methanone ClC=1C=C(C=CC1OC(F)(F)F)C(=O)N1CCC(CC1)C1=NOC(=C1)NCCS(=O)(=O)C